oxo-1',2',4,6-tetrahydrospiro[cyclopenta[b]thiophene-5,3'-pyrrolo[2,3-b]pyridine]-2-carboxylic acid ethyl ester C(C)OC(=O)C1=CC2=C(S1)CC1(C(NC3=NC=CC=C31)=O)C2